C=1(O)C(O)=CC=CC1.[V] Vanadium Catechol